ClC1=CC(=NC=C1CNC1=C(C(=CC(=C1F)OC)OC)F)C=1C=NC(=CC1)C1(CCC1)C#N 1-(4-chloro-5-{[(2,6-difluoro-3,5-dimethoxyphenyl)amino]methyl}-2,3'-bipyridin-6'-yl)cyclobutanecarbonitrile